2-((6-(4-fluorophenoxy)-2-(methylsulfonyl)pyrimidin-4-yl)oxy)acetamide dimethyl-1-methyl-4-nitro-1H-pyrazole-3,5-dicarboxylate COC(=O)C1=NN(C(=C1[N+](=O)[O-])C(=O)OC)C.FC1=CC=C(OC2=CC(=NC(=N2)S(=O)(=O)C)OCC(=O)N)C=C1